NC1=NC=2C=CC=CC2C2=C1N=CN2[C@H](C(C)(O)C)CCC (3S)-3-(4-aminoimidazo[4,5-c]quinolin-1-yl)-2-methyl-hexan-2-ol